tert-Butyl 4-[(1-{[1-(4-methoxyphenyl)cyclopentyl]carbonyl}-4-oxo-D-prolyl)amino]-1H-indazole-1-carboxylate COC1=CC=C(C=C1)C1(CCCC1)C(=O)N1[C@H](CC(C1)=O)C(=O)NC1=C2C=NN(C2=CC=C1)C(=O)OC(C)(C)C